BrC1=C(C(=CC(=C1)C(C(F)(F)F)(C(F)(F)F)F)Br)NC(C1=C(C(=CC=C1)N(C(C1=CC(=C(C=C1)C#N)C)=O)CC1CC1)F)=O N-[2,6-dibromo-4-(1,1,1,2,3,3,3-heptafluoropropan-2-yl)-phenyl]-3-[N-(Cyclopropylmethyl)-3-methyl-4-cyanobenzamido]-2-fluorobenzamide